ClC1=C(C=C(C=C1)[C@H]([C@H]1O[C@H]([C@@H]([C@@H]1O)O)N1C=2NC=NC(C2N=C1)=NN)O)F (2R,3S,4R,5R)-2-((R)-(4-chloro-3-fluorophenyl)(hydroxy)methyl)-5-(6-hydrazineylidene-3,6-dihydro-9H-purin-9-yl)tetrahydrofuran-3,4-diol